1-N-[2-[4-(hydroxymethyl)cyclohexyl]-6-(1-hydroxy-1-methyl-ethyl)indazol-5-yl]-6-methyl-pyridine-2-carboxamide OCC1CCC(CC1)N1N=C2C=C(C(=CC2=C1)N1C(C=CC=C1C)C(=O)N)C(C)(C)O